NC=1C(=NC(=C(N1)C(F)(F)F)C(F)(F)F)C(=O)NCC(C(F)(F)F)(C)O 3-amino-N-(3,3,3-trifluoro-2-hydroxy-2-methylpropyl)-5,6-bis(trifluoromethyl)pyrazine-2-carboxamide